BrC1=C(C=CC(=C1)Br)C(C(=O)O)=C 2,4-dibromophenylacrylic acid